F[C@@H]1[C@@H](C2(C[C@H]1C)CCN(CC2)C(=O)OCC2=CC=CC=C2)O benzyl (1R,2S,3R)-2-fluoro-1-hydroxy-3-methyl-8-azaspiro[4.5]decane-8-carboxylate